ClC1=C(C(=O)NCCO)C=CC(=C1OCC1=CC=C(C=C1)OC)OCC1=CC=C(C=C1)OC 2-chloro-N-(2-hydroxyethyl)-3,4-bis((4-methoxybenzyl)oxy)benzamide